Cl.O=C1NC(CC[C@@H]1NC1=CC(=C(C=C1)C1CCNCC1)F)=O (S)-4-(4-((2,6-dioxopiperidin-3-yl)amino)-2-fluorophenyl)piperidine hydrochloride